4-([1,1'-biphenyl]-4-yl)-3-fluoro-2-phenylbenzofuro[3,2-b]pyridine C1(=CC=C(C=C1)C1=C2C(=NC(=C1F)C1=CC=CC=C1)C1=C(O2)C=CC=C1)C1=CC=CC=C1